C(C)(C)(C)C=1C=CC(=CC1O)C 6-tertiary butyl-3-cresol